CP(=O)(C)C=1C=C2C(=NC(=NC2=CC1)C)N[C@H](C)C=1C(=C(C=CC1)C(C(=O)OCC)(F)F)F ethyl {3-[(1R)-1-{[6-(dimethylphosphoryl)-2-methylquinazolin-4-yl]amino}ethyl]-2-fluorophenyl}(difluoro)acetate